ClC1=C(C(=CC=C1)Cl)C=1C(C2=C(N=C(N=C2)NC2=CC(=C(C=C2)N2CCN(CCC2)C)C)N(C1)C)=O 6-(2,6-dichlorophenyl)-8-methyl-2-{[3-methyl-4-(4-methyl-1,4-diazepan-1-yl)phenyl]amino}pyrido[2,3-d]pyrimidin-5(8H)-one